[6-isopropyl-5-(8-methyl-[1,2,4]triazolo[1,5-a]pyridin-6-yl)-4H-thieno[3,2-b]pyrrol-2-yl]-piperazin-1-yl-methanone C(C)(C)C=1C2=C(NC1C=1C=C(C=3N(C1)N=CN3)C)C=C(S2)C(=O)N2CCNCC2